FC(C1=C(C=CC=C1)C=1C=CC2=CNN=C2C1)(F)F 6-(2-(trifluoromethyl)phenyl)-2H-indazol